CN1N=CC2=CC=C(C=C12)C=1C2=C(NN1)C1=C(C2)SC(=C1)C=1C=CC(=NC1)CN1CCOCC1 4-((5-(3-(1-methyl-1H-indazol-6-yl)-1,4-dihydro-thieno[2',3':4,5]cyclopenta[1,2-c]pyrazol-6-yl)pyridin-2-yl)methyl)morpholine